O=CCOCCOCCOCCOCCOCCOCCOCCOCCOCCOCCC(=O)OC(C)(C)C tert-butyl 3-[2-[2-[2-[2-[2-[2-[2-[2-[2-(2-oxoethoxy)ethoxy]ethoxy]ethoxy]ethoxy]ethoxy]ethoxy]ethoxy]ethoxy]ethoxy]propanoate